NC=1C=2N(C(=C(N1)C1=C(C#N)C=CC=C1)C1=CC(=NC(=C1)C)C)N=C(N2)C(O)C2=C(C=CC=C2F)F (8-amino-2-((2,6-difluorophenyl)(hydroxy)methyl)-5-(2,6-dimethylpyridin-4-yl)-[1,2,4]triazolo[1,5-a]pyrazin-6-yl)benzonitrile